N6-(tert-butoxycarbonyl)-N2-(methylsulfonyl)-L-lysine C(C)(C)(C)OC(=O)NCCCC[C@H](NS(=O)(=O)C)C(=O)O